ClC=1C=C(C=C(C1)Cl)C=1C=CC=C2C(=C(C=NC12)C(=O)N[C@H]1CCOC2=CC=CC=C12)C(C)C 8-(3,5-dichlorophenyl)-N-[(4S)-3,4-dihydro-2H-chromen-4-yl]-4-isopropyl-quinoline-3-carboxamide